CC1=NN=C2N1C=1C(=CC3=C(C1NC2(C)C)CCO3)C(F)(F)F 3,10,10-trimethyl-4-trifluoromethyl-7,8,9,10-tetrahydro-6-oxa-1,2,3a,9-tetraaza-dicyclopenta[a,f]naphthalene